N-[5-(1H-benzimidazol-2-yl)-1-methyl-pyrazol-3-yl]-6-[(3R)-3-hydroxypyrrolidin-1-yl]pyridine-3-carboxamide N1C(=NC2=C1C=CC=C2)C2=CC(=NN2C)NC(=O)C=2C=NC(=CC2)N2C[C@@H](CC2)O